C1(C=CC(N1C1=C(OC2=C(C)C(=CC=C2)OC2=C(C=CC=C2)N2C(C=CC2=O)=O)C=CC=C1)=O)=O 2,6-bis(2-maleimidophenoxy)toluene